(3S,3aS,6aR)-2-[(2S,3R)-2-amino-3-(1-methylcyclopropoxy)butanoyl]-3,3a,4,5,6,6a-hexahydro-1H-cyclopenta[c]pyrrole-3-carboxylic acid N[C@H](C(=O)N1C[C@H]2[C@@H]([C@H]1C(=O)O)CCC2)[C@@H](C)OC2(CC2)C